COS(=O)(=O)[O-].OCC[NH+](C)CCO Bis(2-hydroxyethyl)methyl-ammonium methyl-sulfate